Methylacetylene CC#C